(3-methyltetrahydro-1H-pyrrolizin-7a(5H)-yl)methanol CC1CCC2(CCCN12)CO